C(C)OC(=O)C=1C2=C(NN1)COC(C2)C 5-methyl-1,4,5,7-tetrahydropyrano[3,4-c]pyrazole-3-carboxylic acid ethyl ester